ClC=1C=C(C=CC1OCCC1=CC=CC=C1)NC1=C2C=C(NC2=C(C=C1)F)C(=O)O 4-((3-chloro-4-phenylethoxyphenyl)amino)-7-fluoro-1H-indole-2-carboxylic acid